N[C@@H](CCC(=O)[O-])C(=O)[O-].[Mg+2] magnesium glutamate